N(=NC(C(=O)NCC=C)(C)C)C(C(=O)NCC=C)(C)C 2,2'-azobis[N-(2-propenyl)-2-methyl-propionamide]